ClC=1C=NC=C(C1[C@@H](C)OC=1C=C2C(=NN(C2=CC1)C1OCCCC1)C=1C=NC(=C(C1)C)F)Cl 5-[(1R)-1-(3,5-dichloro-4-pyridyl)ethoxy]-3-(6-fluoro-5-methyl-3-pyridyl)-1-tetrahydropyran-2-yl-indazole